4-hydroxy-6-(1-methyl-1H-pyrazol-4-yl)pyrazolo[1,5-a]pyridine-3-carbonitrile OC=1C=2N(C=C(C1)C=1C=NN(C1)C)N=CC2C#N